FC1=CC=C2COCC3N(CCN(C=4C=CC=C(C5=NNC6=CN=C(C1=C2)C=C56)C4)C3)C 18-fluoro-10-methyl-13-oxa-7,10,21,24,25-pentaazahexacyclo[18.5.2.12,6.17,11.115,19.023,26]triaconta-1(25),2,4,6(30),15,17,19(28),20,22,26-decaene